2-[2-(2-methoxymethoxy-5-methoxy-phenyl)-styryl]-N-methylpiperidine COCOC1=C(C=C(C=C1)OC)C1=C(C=CC2N(CCCC2)C)C=CC=C1